1-((3-methyl-1H-pyrazolo[3,4-b]pyridin-6-yl)methyl)indoline-6-carboxylic acid CC1=NNC2=NC(=CC=C21)CN2CCC1=CC=C(C=C21)C(=O)O